1-methyl-5-(methylthio)-1H-pyrazol-3-amine CN1N=C(C=C1SC)N